3-amino-5-benzylthio-1,2,4-triazole NC1=NNC(=N1)SCC1=CC=CC=C1